C12(CC3CC(CC(C1)C3)C2)C2=CC=C(C=C2)C2=NC(=NC(=N2)Cl)C2=CC=CC=C2 2-(4-(adamantan-1-yl)phenyl)-4-chloro-6-phenyl-1,3,5-triazine